C(C)(C)[C@]1([C@@H](C1)C(=O)N1C(OC[C@H]1C1=CC=CC=C1)=O)C1=CC=CC=C1 (R)-3-((1R,2R)-2-isopropyl-2-phenylcyclopropane-1-carbonyl)-4-phenyloxazolidin-2-one